[Ag].[Bi].[Pb].[Sn] tin lead bismuth silver